3,4-dihydro-2-(3-pentynyl)-(2H)-Naphthalenone C(CC#CC)C1C(C2=CC=CC=C2CC1)=O